FC(OC=1C=CC=C2C(=NC=NC12)N)(F)F 8-(trifluoromethoxy)quinazolin-4-amine